5-methyl-10-(4-vinylbenzyl)-phenazine CN1C=2C=CC=CC2N(C2=CC=CC=C12)CC1=CC=C(C=C1)C=C